4-bromo-7-fluoro-2,3-dihydrobenzo[b]thiophene 1,1-dioxide BrC1=CC=C(C=2S(CCC21)(=O)=O)F